CN(CCOCCC(=O)OCCN(C)C)C 2-(dimethylamino)ethyl 3-(2-(dimethylamino)-ethoxy)propanoate